ClC1=NC(=CC(=N1)N[C@@H]1C[C@@H](CCC1)N)C=1OC=CC1 |r| (+/-)-cis-N-(2-chloro-6-(furan-2-yl)pyrimidin-4-yl)cyclohexane-1,3-diamine